1-(4-(8-amino-3-cyclopropylimidazo[1,5-a]pyrazin-1-yl)-2-fluorophenyl)-3-(1-phenyl-3-(1-(trifluoromethyl)cyclopropyl)-1H-pyrazol-5-yl)urea NC=1C=2N(C=CN1)C(=NC2C2=CC(=C(C=C2)NC(=O)NC2=CC(=NN2C2=CC=CC=C2)C2(CC2)C(F)(F)F)F)C2CC2